salicylidene-1,3-diaminopropane C(C=1C(O)=CC=CC1)=C(CCN)N